bis-oleyl-ethyl-hydroxyethyl-methyl-ammonium methyl-sulfate COS(=O)(=O)[O-].C(CCCCCCC\C=C/CCCCCCCC)C([NH+](CCO)CC)CCCCCCCC\C=C/CCCCCCCC